3-(7-ethynyl-3-(tetrahydro-2H-pyran-2-yl)-3H-imidazo[4,5-b]pyridin-5-yl)-2-methylbenzonitrile C(#C)C1=C2C(=NC(=C1)C=1C(=C(C#N)C=CC1)C)N(C=N2)C2OCCCC2